2-(ethylsulfonyl)-7-(1-methyl-1H-pyrazol-5-yl)-3-(5-(2,2,3,3,3-pentafluoropropoxy)pyrazin-2-yl)pyrazolo[1,5-a]pyrimidine C(C)S(=O)(=O)C1=NN2C(N=CC=C2C2=CC=NN2C)=C1C1=NC=C(N=C1)OCC(C(F)(F)F)(F)F